CC1=C(C=C(C(=C1CC1=CC=C(C(=C1)C)O)O)C)CC1=C(C(=C(C(=C1)C)O)CC1=CC=C(C(=C1)C)O)C bis[2,5-dimethyl-3-(4-hydroxy-5-methylbenzyl)-4-hydroxyphenyl]methane